O1CC(CC2=CC=CC=C12)NC(=O)N[C@@H]1C[C@H](C=2C1=CC(=C1C=C(N=CC21)C2CC2)S(NCC(C)C)(=O)=O)NC2=NC1=C(N2)C=CC=C1 |r| 1-(3,4-dihydro-2H-chromen-3-yl)-3-[trans-(7RS,9RS)-9-(1H-benzimidazol-2-ylamino)-3-cyclopropyl-5-(2-methyl-propylsulfamoyl)-8,9-dihydro-7H-cyclopenta[h]isoquinolin-7-yl]urea